8-(6-{[3-(2-oxo-1-pyrrolidinyl)propyl](3,4-difluorophenyl)carbonylamino}-3-pyridinyl)-1-(2-methoxyethyl)-3-propylxanthine O=C1N(CCC1)CCCN(C1=CC=C(C=N1)C1=NC=2N(C(N(C(C2N1)=O)CCOC)=O)CCC)C(=O)C1=CC(=C(C=C1)F)F